FC1=C(C(=CC=C1F)OC)CCOC1=CC(=C(N)C=C1OC)F 4-[2-(2,3-difluoro-6-methoxyphenyl)ethoxy]-2-fluoro-5-methoxyaniline